2-methyl-4-(trifluoromethyl)-N-(3-((4-(trifluoromethyl)thiazol-2-yl)amino)phenyl)thiazole-5-carboxamide CC=1SC(=C(N1)C(F)(F)F)C(=O)NC1=CC(=CC=C1)NC=1SC=C(N1)C(F)(F)F